4-((4-aminophenyl)thio)-3-butoxyaniline NC1=CC=C(C=C1)SC1=C(C=C(N)C=C1)OCCCC